ethyl N-(tert-butoxycarbonyl)-S-(2-methyl-5-(propan-2-ylidene)cyclohexyl)cysteinate C(C)(C)(C)OC(=O)N[C@@H](CSC1C(CCC(C1)=C(C)C)C)C(=O)OCC